C(C)(C)(C)OC(=O)N[C@H]1C(N(CC1)[C@H](C(=O)O)[C@H](CC)C)=O (2S,3S)-2-{(3R)-3-[(tert-Butoxycarbonyl)amino]-2-oxopyrrolidin-1-yl}-3-methylpentanoic acid